ethyl (2R,3R)-1-(tert-butylsulfinyl)-3-ethylaziridine-2-carboxylate C(C)(C)(C)S(=O)N1[C@H]([C@H]1CC)C(=O)OCC